(R)-3-(2-methylpyrimidin-5-yl)-3-(1-(trifluoromethyl)cyclopropyl)propanoic acid CC1=NC=C(C=N1)[C@@H](CC(=O)O)C1(CC1)C(F)(F)F